5-{[4-(dimethylamino)-2,2-dimethylcyclohexyl]amino}furo[2,3-c]pyridine-2-carboxamide CN(C1CC(C(CC1)NC=1C=C2C(=CN1)OC(=C2)C(=O)N)(C)C)C